N1-(4-chlorophenyl)pyrrolidine-1,2-dicarboxamide ClC1=CC=C(C=C1)NC(=O)N1C(CCC1)C(=O)N